C(CCCCCCC\C=C/C\C=C/CCCCC)(=O)N[C@@H](CC1=CNC2=CC=CC=C12)C(=O)O N-linoleoyl-tryptophan